NC1=NC=CC=C1C1=NC=2C(=NC(=CC2)C2=NC=CN=C2)N1C=1C=C2CC[C@@H](C2=CC1)NC1CCN(CC1)C(C=C)=O (S)-1-(4-((5-(2-(2-aminopyridin-3-yl)-5-(pyrazin-2-yl)-3H-imidazo[4,5-b]pyridin-3-yl)-2,3-dihydro-1H-inden-1-yl)amino)piperidin-1-yl)prop-2-en-1-one